Cl.C12NCC(C(C1)O)C2 2-azabicyclo[2.2.1]heptan-5-ol HCl salt